(R)-3-(4-(3-(((allyloxy)carbonyl)amino)-1-(3-((tert-butoxycarbonyl)-amino)propyl)-1H-pyrazol-4-yl)-3-fluorophenoxy)-2-hydroxypropionic acid tert-butyl ester C(C)(C)(C)OC([C@@H](COC1=CC(=C(C=C1)C=1C(=NN(C1)CCCNC(=O)OC(C)(C)C)NC(=O)OCC=C)F)O)=O